6-(2-(3'-cyclopropyl-[1,1'-biphenyl]-3-yl)-2,2-difluoroacetyl)-2-(1-phenylcyclopropyl)-3,5,6,7,8,9-hexahydro-4H-pyrimido[5,4-c]azepin-4-one C1(CC1)C=1C=C(C=CC1)C1=CC(=CC=C1)C(C(=O)N1CC2=C(CCC1)N=C(NC2=O)C2(CC2)C2=CC=CC=C2)(F)F